(2-(dimethylamino)ethyl)-5-methoxy-N1-methyl-N4-(4-(1-methyl-1H-indol-3-yl)pyrimidin-2-yl)benzene-1,2,4-triamine CN(CCC1=C(C(=CC(=C1NC1=NC=CC(=N1)C1=CN(C2=CC=CC=C12)C)OC)NC)N)C